Cl.Cl.N(=NC(C)(C)C(NC1=CC=CC=C1)=N)C(C)(C)C(NC1=CC=CC=C1)=N 2,2'-azobis[2-(N-phenylamidino)propane] Dihydrochloride